3-(2-methoxyethyl)-1,8-dimethyl-5-[[(1R)-1-[3-(trifluoromethyl)phenyl]ethyl]amino]imidazo[4,5-g]phthalazin-2-one COCCN1C(N(C2=CC=3C(=NN=C(C3C=C21)N[C@H](C)C2=CC(=CC=C2)C(F)(F)F)C)C)=O